C(C=C)(=O)NC1=C2C=CC=C(C2=CC=C1)C1=NC(=C2N1CCN(C2)C(=O)C=2NC=CC2)C(=O)NC2=CC=C(C=C2)C 3-(5-acrylamidonaphthalene-1-yl)-7-(1H-pyrrole-2-carbonyl)-N-(p-tolyl)-5,6,7,8-tetrahydroimidazo[1,5-a]Pyrazine-1-carboxamide